ClC1=C(C=CC(=C1)Cl)[C@@H](C)NC=1C=2C(N=C(N1)C=1CCN(CC1)C(=O)[C@@H]1N(CCOC1)C)=CN(N2)C (4-(7-(((R)-1-(2,4-dichlorophenyl)ethyl)amino)-2-methyl-2H-pyrazolo[4,3-d]pyrimidin-5-yl)-3,6-dihydropyridin-1(2H)-yl)((R)-4-methylmorpholin-3-yl)methanone